4-chlorobenzyl-triphenylphosphine phosphonium chloride [Cl-].[PH4+].ClC1=CC=C(CC2=C(C=CC=C2)P(C2=CC=CC=C2)C2=CC=CC=C2)C=C1